hexylamine lead [Pb].C(CCCCC)N